FC1=C(C=C(C(=O)OC)C#N)C=CC=C1 methyl 2-fluoro-α-cyanocinnamate